2-methyl-5-nitro-2-phenylbenzo[d][1,3]dioxolane CC1(OC2=C(O1)C=CC(=C2)[N+](=O)[O-])C2=CC=CC=C2